ethyl-porphine C(C)C1=C2NC(=C1)C=C1C=CC(=N1)C=C1C=CC(N1)=CC=1C=CC(N1)=C2